L-Glutamyl-L-cysteinylglycine N[C@@H](CCC(=O)O)C(=O)N[C@@H](CS)C(=O)NCC(=O)O